4-hydroxy-2-oxobutyrate OCCC(C(=O)[O-])=O